C1(=CC=CC=2OC3=C(C21)C=CC=C3)C3=C(C#N)C=CC=C3 dibenzofuranyl-benzonitrile